CC[Ti+2]CC bis(2-ethyl)titanium (IV)